4-(tert-butyl)cyclohexan-1-one O-methyl oxime CON=C1CCC(CC1)C(C)(C)C